F[Sb-](F)(F)(F)(F)F.OC1=CC=C(C=C1)[S+](CC1=C(C=CC=C1)C)C (4-hydroxyphenyl)methyl[(2-methylphenyl)methyl]-sulfonium hexafluoroantimonate